O[C@H](CCCCCCCCCCC(O)=O)[C@@H](CC)O |r| (13rs,14rs)-13,14-dihydroxyoxahexadecan-2-one